CC1(OB(OC1(C)C)C=1C=CC2=C(CCCCC2NC(OC(C)(C)C)=O)C1)C tert-butyl (2-(4,4,5,5-tetramethyl-1,3,2-dioxaborolan-2-yl)-6,7,8,9-tetrahydro-5H-benzo[7]annulen-5-yl)carbamate